O[C@H]1[C@@H](O[C@@H]([C@H]1O)CO)N1C=NC=2C3=NC=C(N3C=NC12)CC(CCCCC)=O 1-{3-[(2R,3R,4S,5R)-3,4-Dihydroxy-5-(hydroxymethyl)tetrahydrofur-2-yl]-1,3,4,5a,8-pentaaza-3H-as-indacen-6-yl}-2-heptanone